BrC=1C2(C3=CC=CC(=C3C1)C)CCC1(CC2)NC(NC1=O)=O bromo-4''-methyldispiro[imidazolidine-4,1'-cyclohexane-4',1''-indene]-2,5-dione